BrC=1C=C(C=C2C(N(/C(/NC12)=N/OC)CC=1C=NN(C1)C)=O)S(=O)(=O)Cl (2E)-8-bromo-2-methoxyimino-3-[(1-methylpyrazol-4-yl)methyl]-4-oxo-1H-quinazoline-6-sulfonyl chloride